(9Z)-12,13-dihydroxyoctadecene OC(CCCCCCCCCC=C)C(CCCCC)O